N(=[N+]=[N-])CCCCCC(=O)N1CCC(CC1)CCOC1=C(C=C(C=C1)[C@H](CC(=O)O)N1C(N(CC1)CCCC1=NC=2NCCCC2C=C1)=O)F (S)-3-(4-(2-(1-(6-azidohexanoyl)piperidin-4-yl)ethoxy)-3-fluorophenyl)-3-(2-oxo-3-(3-(5,6,7,8-tetrahydro-1,8-naphthyridin-2-yl)propyl)imidazolidin-1-yl)propanoic acid